CON(C(=O)C=1C=C2N(N1)CCC2C2=CC=CC=C2)C N-methoxy-N-methyl-4-phenyl-5,6-dihydro-4H-pyrrolo[1,2-b]pyrazole-2-carboxamide